ClC1=C(C=CC(=C1)F)[C@H]1N(CCC1)C=1C(=C(C(=O)N[C@H](C)\C=C\S(=O)(=O)C)C=CC1)F ((S)-2-(2-Chloro-4-fluorophenyl)pyrrolidin-1-yl)-2-fluoro-N-((R,E)-4-(methylsulfonyl)but-3-en-2-yl)benzamide